5-(3-((1-(4-(5,7-dimethoxy-4-oxo-3,4-dihydroquinazolin-2-yl)phenyl)piperidin-4-yl)methyl)-3,6-diazabicyclo[3.1.1]heptane-6-yl)-2-(2,6-dioxopiperidin-3-yl)isoindoline COC1=C2C(NC(=NC2=CC(=C1)OC)C1=CC=C(C=C1)N1CCC(CC1)CN1CC2N(C(C1)C2)C=2C=C1CN(CC1=CC2)C2C(NC(CC2)=O)=O)=O